FC1=CC(=C(C=C1)C(C)N1C[C@@H](N(C[C@H]1C)C=1C2=C(N(C(C1)=O)C)SC(=N2)CC#N)C)C(F)(F)F 2-(7-((2S,5R)-4-(1-(4-fluoro-2-(trifluoromethyl)phenyl)ethyl)-2,5-dimethylpiperazin-1-yl)-4-methyl-5-oxo-4,5-dihydrothiazolo[5,4-b]pyridin-2-yl)acetonitrile